CN1CC[C@]2(CCCC[C@@H]12)C=1C=C2N=CC=NC2=CC1 6-[(3aR,7aR)-1-methyl-3,4,5,6,7,7a-hexahydro-2H-indol-3a-yl]quinoxaline